4-(3-ethyl-7-fluoro-2,3-dimethyl-3H-indol-5-yl)-5-fluoro-N-(5-((4-methylpiperazin-1-yl)methyl)pyridin-2-yl)pyrimidine C(C)C1(C(=NC2=C(C=C(C=C12)C1=NCN(C=C1F)C1=NC=C(C=C1)CN1CCN(CC1)C)F)C)C